(S)-3-(8-Chloroimidazo[1,5-a]pyrazin-3-yl)pyrrolidine-1-carboxylic acid benzyl ester C(C1=CC=CC=C1)OC(=O)N1C[C@H](CC1)C1=NC=C2N1C=CN=C2Cl